O1CCN(CC1)C12CC(C1)(C2)N2C(=NC(=C2)C=2C=C(C(=NC2)N)OC(F)(F)F)C2COC2 5-(1-(3-morpholino-bicyclo[1.1.1]pentan-1-yl)-2-(oxetan-3-yl)-1H-imidazol-4-yl)-3-(trifluoromethoxy)-pyridin-2-amine